1-benzyl-4-[4-[2-[4-(trifluoromethyl)phenyl]sulfanyl-3-pyridyl]phenyl]-1,4-azaphosphinane 4-oxide C(C1=CC=CC=C1)N1CCP(CC1)(C1=CC=C(C=C1)C=1C(=NC=CC1)SC1=CC=C(C=C1)C(F)(F)F)=O